diethyl thioether C(C)SCC